ClC1=C2C(=NC=C1C)NCC2 4-chloro-5-methyl-2,3-dihydro-1H-pyrrolo[2,3-b]pyridine